2-Amino-7-fluoro-4-(5-fluoro-3-(4-(2-hydroxyethyl)octahydro-1H-pyrrolo[3,2-b]pyridin-1-yl)-7,9-dihydrofuro[3,4-f]quinazolin-6-yl)thieno[3,2-c]pyridine-3-carbonitrile NC1=C(C=2C(=NC=C(C2S1)F)C=1C2=C(C=3C=NC(=NC3C1F)N1CCC3N(CCCC31)CCO)COC2)C#N